6'-(((1S,3S)-3-((6-Methyl-1,2,4-triazin-3-yl)amino)cyclopentyl)amino)-5-(1H-pyrazol-4-yl)-2H-[1,3'-bipyridin]-2-one CC1=CN=C(N=N1)N[C@@H]1C[C@H](CC1)NC1=CC=C(C=N1)N1C(C=CC(=C1)C=1C=NNC1)=O